N-(3'-(5-(2,6-diazaspiro[3.3]heptan-2-ylmethyl)-6-methoxypyridin-2-yl)-2,2'-dichloro-[1,1'-biphenyl]-3-yl)-1,5-dimethyl-4,5,6,7-tetrahydro-1H-imidazo[4,5-c]pyridine-2-carboxamide C1N(CC12CNC2)CC=2C=CC(=NC2OC)C=2C(=C(C=CC2)C2=C(C(=CC=C2)NC(=O)C=2N(C1=C(CN(CC1)C)N2)C)Cl)Cl